O=C1NC(CCC1N1C(C2=CC=C(C=C2C1)CNC(OC(C)(C)C)=O)=O)=O tert-butyl ((2-(2,6-dioxopiperidin-3-yl)-1-oxoisoindolin-5-yl) methyl)-carbamate